(piperidin-4-yl)-8-(trifluoromethyl)quinolin-6-amine hydrochloride Cl.N1CCC(CC1)C1=NC2=C(C=C(C=C2C=C1)N)C(F)(F)F